CS(=NC(=O)C=1C2=CN(N=C2C=CC1)C=1C=NC=CC1)(=O)C N-(dimethyl(oxo)-λ6-sulfaneylidene)-2-(pyridin-3-yl)-2H-indazole-4-carboxamide